CC1=NN2C(C3=CC(=CC=C3C(=C2C(=O)O[C@H](C)C2=C(C=CC=C2)C2C(C2)C2=NN3C(=NC=4C(=CC=CC4C3=N2)OC)N)OCC2=CC=CC=C2)OC2=CC=CC=C2)=N1 (1R)-1-{2-[2-(5-amino-7-methoxy[1,2,4]triazolo[1,5-c]quinazolin-2-yl)cyclopropyl]phenyl}ethan-1-ol methyl-6-(benzyloxy)-9-phenoxy-[1,2,4]triazolo[5,1-a]isoquinoline-5-carboxylate